FC1CC(N(C1)C(CC=1OC=CN1)=O)C(=O)NC(C1=CC=CC=C1)C1=NC(=C(C=C1)C(C)C)F 4-fluoro-N-{[6-fluoro-5-(propan-2-yl)pyridin-2-yl](phenyl)methyl}-1-[2-(1,3-oxazol-2-yl)acetyl]pyrrolidine-2-carboxamide